COC(C1=CN=CC(=C1)N1CC(NCC1)(C)C)=O 5-(3,3-dimethylpiperazin-1-yl)nicotinic acid methyl ester